ClC1=C(C=C(C=C1)C(N1C[C@@H](N(C[C@H]1C)C(=O)OC(C)(C)C)C)C1CC(C1)(F)F)F tert-butyl (2S,5R)-4-((4-chloro-3-fluorophenyl)(3,3-difluorocyclobutyl)methyl)-2,5-dimethylpiperazine-1-carboxylate